N-(4-pyridinyl)isoxazole-3-carboxamide N1=CC=C(C=C1)NC(=O)C1=NOC=C1